C(C)OC=1C=C(C=CC1)C1=CC(=C(O1)C)C(=O)NC1=NC(=NS1)CC(C)=O 5-(3-Ethoxyphenyl)-2-methyl-N-(3-(2-oxopropyl)-1,2,4-thiadiazol-5-yl)furan-3-carboxamide